(6R,8R)-N-(5-chloro-6-(pyrimidin-2-yl)pyridin-3-yl)-8-(1-(difluoromethyl)-1H-pyrazol-4-yl)-2-fluoro-8-methyl-7,8-dihydro-6H-cyclopenta[e]pyrazolo[1,5-a]pyrimidine-6-carboxamide ClC=1C=C(C=NC1C1=NC=CC=N1)NC(=O)[C@@H]1C[C@](C2=C1C=NC=1N2N=C(C1)F)(C)C=1C=NN(C1)C(F)F